C(C)(=O)N1[C@H]([C@@H](N(CC1)CC1=CC=C(C=C1)OC)CC#N)C1=CC(=NC(=C1)Cl)C1=CC(=NC=N1)C(=O)NC trans-6-(4-(1-acetyl-3-(cyanomethyl)-4-(4-methoxybenzyl)piperazin-2-yl)-6-chloropyridin-2-yl)-N-methylpyrimidine-4-carboxamide